FC(C1=CC=C(C=C1)N1CC(CCC1)N1CCC2(CS(C2)(=O)=O)CC1)(F)F 7-(1-(4-(trifluoromethyl)phenyl)piperidin-3-yl)-2-thia-7-azaspiro[3.5]nonane 2,2-dioxide